3-methyl-2-oxopyrrolidine-3-carboxylic acid CC1(C(NCC1)=O)C(=O)O